C(C1=CC=CC=C1)NCC=1C=C(OC(CCNC)C=2SC=CC2)C=CC1 3-(3-((benzylamino)methyl)phenoxy)-N-methyl-3-(thiophen-2-yl)propan-1-amine